N-(3-1H-imidazol-1-yl)propyl-3-(triethoxysilyl)-N-(3-(triethoxysilyl)propyl)propan-1-amine N1(C=NC=C1)CCCN(CCC[Si](OCC)(OCC)OCC)CCC[Si](OCC)(OCC)OCC